(2S,4R)-1-[(2S)-2-(4-cyclopropyltriazol-1-yl)-3,3-dimethyl-butanoyl]-N-[1-(2-ethyl-3-oxo-4H-1,4-benzoxazin-7-yl)ethyl]-4-hydroxy-pyrrolidine-2-carboxamide C1(CC1)C=1N=NN(C1)[C@H](C(=O)N1[C@@H](C[C@H](C1)O)C(=O)NC(C)C1=CC2=C(NC(C(O2)CC)=O)C=C1)C(C)(C)C